1-(4-{[4,5-dihydroxy-6-(hydroxymethyl)-3-[(3,4,5-trihydroxy-6-methyloxan-2-yl)oxy]oxan-2-yl]oxy}-2,6-dihydroxyphenyl)-3-(2-hydroxyphenyl)propan-1-one OC1C(C(OC(C1O)CO)OC1=CC(=C(C(=C1)O)C(CCC1=C(C=CC=C1)O)=O)O)OC1OC(C(C(C1O)O)O)C